C(C)(C)(C)OC(=O)N1CC(C(CC1)=O)C1=CC=C(C(=O)O)C=C1 4-(1-(tert-butoxycarbonyl)-4-oxopiperidin-3-yl)benzoic acid